N[C@H]1CN(CCC1)C=1C(=CC(=NC1)C1=C(C=C(C=C1)OC)OC(F)(F)F)CC1=CN=C2N1C=CN=C2N (R)-3-((5-(3-aminopiperidin-1-yl)-2-(4-methoxy-2-(trifluoromethoxy)phenyl)pyridin-4-yl)methyl)imidazo[1,2-a]pyrazin-8-amine